1-[2,5-dimethoxy-4-(ethylthio)phenyl]butan-2-amine COC1=C(C=C(C(=C1)SCC)OC)CC(CC)N